FC1=C(C=CC(=C1)F)C1(CC1)C1C(NC(N1)=O)=O 5-(1-(2,4-difluorophenyl)cyclopropyl)imidazolidine-2,4-dione